4-(((Phenylmethoxy)carbonyl)(2-((tert-Butoxycarbonyl)amino)ethyl)amino)piperidine-1-carboxylic acid phenylmethyl ester C1(=CC=CC=C1)COC(=O)N1CCC(CC1)N(CCNC(=O)OC(C)(C)C)C(=O)OCC1=CC=CC=C1